O1CC(CC1)CNC=1N=CC2=C(N1)NC(C=C2)=O (((tetrahydrofuran-3-yl)methyl)amino)pyrido[2,3-d]pyrimidin-7(8H)-one